N-((1-methylcyclopropyl)methyl)-5-(3-methylimidazo[1,2-a]pyrimidin-6-yl)pyrrolo[2,1-f][1,2,4]triazin-2-amine CC1(CC1)CNC1=NN2C(C=N1)=C(C=C2)C=2C=NC=1N(C2)C(=CN1)C